C(CCC)[C@@H]1NS(C2=C(N(C1)C1=CC=C(C=C1)F)C=C(C(=C2)O\C=C(\C(=O)O)/F)SCC)(=O)=O (S)-(Z)-3-((3-butyl-7-(ethylthio)-5-(4-fluorophenyl)-1,1-dioxido-2,3,4,5-tetrahydro-1,2,5-benzothiadiazepin-8-yl)oxy)-2-fluoroacrylic acid